N-formyl-2-methyl-4-methoxyaniline C(=O)NC1=C(C=C(C=C1)OC)C